N-(4-chloro-2,5-difluorophenyl)-6-methoxy-1-(phenylsulfonyl)-1H-indole-3-sulfonamide ClC1=CC(=C(C=C1F)NS(=O)(=O)C1=CN(C2=CC(=CC=C12)OC)S(=O)(=O)C1=CC=CC=C1)F